FC(C1=NN(C=C1)C1=CC=C(C(=N1)C(=O)OC)C=1C(=CC2=C(OCCC3=C2SC=C3)C1)C(=O)OCC[Si](C)(C)C)(F)F methyl 6-(3-(trifluoromethyl)-1H-pyrazol-1-yl)-3-(9-((2-(trimethylsilyl)ethoxy)carbonyl)-4,5-dihydrobenzo[b]thieno[2,3-d]oxepin-8-yl)picolinate